NC1=NC(=NC=C1C(=O)OCC)N1CCN(CC1)C=1OC2=C(N1)C=CC=C2 Ethyl 4-amino-2-(4-(benzo[d]oxazol-2-yl)piperazin-1-yl)pyrimidine-5-carboxylate